C(C)S(=O)(=O)C1=C(N=C2N1C=CC(=C2)I)C2=NC=1C(=NC=C(C1)C(F)(F)F)N2C 2-(3-ethylsulfonyl-7-iodo-imidazo-[1,2-a]pyridin-2-yl)-3-methyl-6-(trifluoromethyl)imidazo[4,5-b]pyridine